butan-1-sulfonat C(CCC)S(=O)(=O)[O-]